[Li+].[N+](=O)([O-])[O-].[Li+].[N+](=O)([O-])[O-] lithium nitrate lithium salt